2-{5-[5-Fluoro-6-(2-methoxyethoxy)-1H-indazol-3-yl]-1,2-oxazol-3-yl}-N,N-dimethyl-1,3-thiazole-4-carboxamide FC=1C=C2C(=NNC2=CC1OCCOC)C1=CC(=NO1)C=1SC=C(N1)C(=O)N(C)C